3-hydroxy-N-(1-(4-(methoxymethyl)phenyl)-2-oxo-2-((4-(trimethylsilyl)phenyl)amino)ethyl)pyrrolidine-1-carboxamide OC1CN(CC1)C(=O)NC(C(NC1=CC=C(C=C1)[Si](C)(C)C)=O)C1=CC=C(C=C1)COC